tri(4-tolyl)sulfonium trifluoromethanesulfonate FC(S(=O)(=O)[O-])(F)F.C1(=CC=C(C=C1)[S+](C1=CC=C(C=C1)C)C1=CC=C(C=C1)C)C